(S)-3-(1-(6-(4-(methoxycarbonyl)-2-methylphenyl)pyridin-3-yl)-2-oxo-1,2-dihydro-3H-imidazo[4,5-b]pyridin-3-yl)pyrrolidine-1-carboxylic acid tert-butyl ester C(C)(C)(C)OC(=O)N1C[C@H](CC1)N1C(N(C=2C1=NC=CC2)C=2C=NC(=CC2)C2=C(C=C(C=C2)C(=O)OC)C)=O